CO[C@@H]1C[C@H](NC1)C(=O)O (2S,4R)-4-methoxypyrrolidine-2-carboxylic acid